CC(CC1=NNC(=C1)CNC(OC(C)(C)C)=O)C tert-Butyl N-{[3-(2-methylpropyl)-1H-pyrazol-5-yl]methyl}carbamate